8-(3-amino-4-fluoro-piperidin-1-yl)-quinoxaline-5-carbonitrile hydrochloride Cl.NC1CN(CCC1F)C1=CC=C(C=2N=CC=NC12)C#N